1-(1,3-benzothiazol-2-yl)-1,3-dimethylurea S1C(=NC2=C1C=CC=C2)N(C(=O)NC)C